L-2-methylimidazolemethanol CC1(N=CC=N1)CO